(S)-N-(1-(3,5-difluorobenzyl)-2-methyl-1H-imidazol-4-yl)-2-(4,4-difluoropiperidin-1-yl)propanamide FC=1C=C(CN2C(=NC(=C2)NC([C@H](C)N2CCC(CC2)(F)F)=O)C)C=C(C1)F